8-Methoxy-2-(4-methoxyphenyl)-5-methylquinoline 1-oxide COC=1C=CC(=C2C=CC(=[N+](C12)[O-])C1=CC=C(C=C1)OC)C